ClC1=C(C=2C=NN(C2C=C1F)C1OCCCC1)C(=O)OC methyl 5-chloro-6-fluoro-1-(tetrahydro-2H-pyran-2-yl)-1H-indazole-4-carboxylate